5-bromo-4-Fluoro-1-tetrahydropyran-2-Yl-Indazole BrC=1C(=C2C=NN(C2=CC1)C1OCCCC1)F